2'-((6-((5-(4-(2-hydroxyethyl)piperazin-1-yl)pyridin-2-yl)amino)pyrimidin-4-yl)amino)-4'-methyl-5'-oxo-5',6'-dihydrospiro[cyclohexane-1,7'-pyrrolo[3,4-b]pyridine]-1'-oxide formate salt C(=O)O.OCCN1CCN(CC1)C=1C=CC(=NC1)NC1=CC(=NC=N1)NC1=CC(=C2C(=[N+]1[O-])C1(NC2=O)CCCCC1)C